N\C(=C/C(=O)C1=CC=C(C=C1)C(F)(F)F)\C1=CC=CC=C1 (2Z)-3-amino-1-(4-trifluoromethylphenyl)-3-phenylprop-2-en-1-one